(S)-N-(6-(3-cyanoguanidino)-1-((1,1,1,3,3,3-hexafluoropropan-2-yl)oxy)-2-oxohexan-3-yl)-2-methoxy-2-methylpropanamide C(#N)NC(NCCC[C@@H](C(COC(C(F)(F)F)C(F)(F)F)=O)NC(C(C)(C)OC)=O)=N